ClC1=CC=C(C=C1)[C@H](C(F)(F)F)N(S(=O)(=O)C1=CC=2N(C=C1)N=CN2)C (R)-N-(1-(4-chlorophenyl)-2,2,2-trifluoroethyl)-N-methyl-[1,2,4]triazolo[1,5-a]pyridine-7-sulfonamide